COC1=CC=C(C(=O)N2CC3=CC=CC(=C3CC2)C(CC(=O)O)C2=CC=CC=C2)C=C1 3-(2-(4-methoxybenzoyl)-1,2,3,4-tetrahydroisoquinolin-5-yl)-3-phenylpropionic acid